(4-methylpiperazin-1-yl)-2-fluoronitrobenzene CN1CCN(CC1)C=1C(=C(C=CC1)[N+](=O)[O-])F